N5-(2-(((4-nitrobenzoyl)oxy)methyl)phenyl)-L-glutamine [N+](=O)([O-])C1=CC=C(C(=O)OCC2=C(C=CC=C2)NC(CC[C@H](N)C(=O)O)=O)C=C1